8-methyl-6-[2-(2-oxa-6-azaspiro[3.3]heptan-6-yl)ethyl]-2-thieno[2,3-c]pyridin-5-yl-3H-quinazolin-4-one CC=1C=C(C=C2C(NC(=NC12)C=1C=C2C(=CN1)SC=C2)=O)CCN2CC1(COC1)C2